acrylate (2-hydroxy ethyl acrylate) OCCC(C(=O)O)=C.C(C=C)(=O)O